1-(6-((4-(((1R,2S)-2-aminocyclohexyl)amino)-5-(trifluoromethyl)pyrimidin-2-yl)amino)-3,4-dihydroisoquinolin-2(1H)-yl)-3-hydroxy-3-methylbutan-1-one N[C@@H]1[C@@H](CCCC1)NC1=NC(=NC=C1C(F)(F)F)NC=1C=C2CCN(CC2=CC1)C(CC(C)(C)O)=O